5-(2,4-dioxo-3,4-dihydropyrimidin-1(2H)-yl)-4-fluoro-4-methyltetrahydrofuran-3-yl pentanoate C(CCCC)(=O)OC1COC(C1(C)F)N1C(NC(C=C1)=O)=O